4-(3-Chloropropoxy)quinazoline ClCCCOC1=NC=NC2=CC=CC=C12